C(C)OC(=O)C=1C=NC=2C=C(C(NC2C1)=O)C#C[Si](C)(C)C(C)(C)C 7-[2-(tert-butyldimethylsilyl)ethynyl]-6-oxo-5H-1,5-naphthyridine-3-carboxylic acid ethyl ester